3-phenyl-1-(4-fluorophenyl)-3,4-dihydro-1H-benzopyrano[4,3-d]pyrimidine C1(=CC=CC=C1)N1CN(C2=C(C1)COC1=C2C=CC=C1)C1=CC=C(C=C1)F